methyl 6-methoxy-2-methylpyrazolo[1,5-a]pyridine-5-carboxylate COC=1C(=CC=2N(C1)N=C(C2)C)C(=O)OC